COC=1C(=CC2=CN(N=C2C1)[C@@H]1CC[C@H](CC1)O)[N+](=O)[O-] 4-(6-methoxy-5-nitro-indazol-2-yl)-trans-cyclohexanol